FC=1C=C2C(=C(C(C2=CC1)CC1=CC=C(C=C1)C(C)C)C)CC(=O)NC (E)-2-(5-fluoro-1-(4-isopropylbenzyl)-2-methyl-1H-inden-3-yl)-N-methylacetamide